4-(pyridin-2-yl)-1,3-oxazol-2-amine N1=C(C=CC=C1)C=1N=C(OC1)N